Methyl 6-(2,6-difluorophenyl)-4-((6-(methylthio)pyridin-3-yl)amino)pyridazine-3-carboxylate FC1=C(C(=CC=C1)F)C1=CC(=C(N=N1)C(=O)OC)NC=1C=NC(=CC1)SC